5-(2-Chloro-3-methylphenyl)-1-methyl-7-(trifluoromethyl)-1,5-dihydro-4H-imidazo[4,5-c][1,8]Naphthyridin-4-one ClC1=C(C=CC=C1C)N1C(C2=C(C=3C=CC(=NC13)C(F)(F)F)N(C=N2)C)=O